[Cl-].C[N+](CCCNC(C=C)=O)(C)C N,N,N-trimethyl-3-[(1-oxo-2-propenyl)amino]-propanaminium chloride